ClC=1C=C2C3(C(N(C2=CC1)C)=O)C(C3)(C3=CC=CC=C3)C3=CC=CC=C3 5'-chloro-1'-Methyl-2,2-diphenylspiro[cyclopropane-1,3'-indol]-2'-one